C(#N)C=1C=C(C=C(C1)F)N(C(=O)C1CCS(CC1)(=O)=O)CC12CCC(CC1)(CC2)C2=NOC(=N2)C(C)(F)F N-(3-cyano-5-fluorophenyl)-N-((4-(5-(1,1-difluoroethyl)-1,2,4-oxadiazol-3-yl)bicyclo[2.2.2]octan-1-yl)methyl)tetrahydro-2H-thiopyran-4-carboxamide 1,1-dioxide